N-(5-isopropyl-4,5,6,7-tetrahydrothiazolo[4,5-c]pyridin-2-yl)-3-((6-(3-methylisoxazol-4-yl)-1-oxoisoquinolin-2(1H)-yl)methyl)benzamide C(C)(C)N1CC2=C(CC1)SC(=N2)NC(C2=CC(=CC=C2)CN2C(C1=CC=C(C=C1C=C2)C=2C(=NOC2)C)=O)=O